2,6-dichloro-3-(trifluoromethyl)pyridine ClC1=NC(=CC=C1C(F)(F)F)Cl